1,18-diaminooctadecane NCCCCCCCCCCCCCCCCCCN